Tin Cerium Magnesium Boron [B].[Mg].[Ce].[Sn]